(2-methylbutan-1,3-dienyl)benzene CC(=CC1=CC=CC=C1)C=C